C(#N)C1=C(C=CC(=C1)N1C=CC=C1)/N=C/N(C)C (E)-N'-(2-cyano-4-(1H-pyrrol-1-yl)phenyl)-N,N-dimethylformamidine